(12S)-12-fluoro-19-(oxan-2-yl)-8,14-dioxa-4,10,19,20,23-pentaazatetracyclo[13.5.2.12,6.018,21]tricosa-1(20),2(23),3,5,15,17,21-heptaen-9-one F[C@H]1CNC(OCC2=CN=CC(C3=NN(C4=CC=C(OC1)C=C34)C3OCCCC3)=N2)=O